CN1C[C@@H](CCC1)N(S(=O)(=O)NC(OC(C)(C)C)=O)C=1C=NN(C1)C(C)C tert-butyl N-{[(3R)-1-methylpiperidin-3-yl][1-(propan-2-yl)-1H-pyrazol-4-yl]sulfamoyl}carbamate